C(C1=CC=CC=C1)OC(CCCCC1CN(CC1)C(=O)OCC1C2=CC=CC=C2C=2C=CC=CC12)(C(F)(F)F)C=1OC(=NN1)C1=NC(=C(C=C1NC(=O)OC(C)(C)C)C(F)(F)F)Br 9H-fluoren-9-ylmethyl 3-[5-benzyloxy-5-[5-[6-bromo-3-(tert-butoxycarbonylamino)-5-(trifluoromethyl)-2-pyridyl]-1,3,4-oxadiazol-2-yl]-6,6,6-trifluoro-hexyl]pyrrolidine-1-carboxylate